C(C)(C)C=1C(=NNC1C=1C=C(C=2N(C1)N=CN2)C)C(=O)N2CCNCC2 (4-isopropyl-5-(8-methyl-[1,2,4]triazolo[1,5-a]pyridin-6-yl)-1H-pyrazol-3-yl)(piperazin-1-yl)methanone